N-((5-cyclopropyl-2-ethoxyphenyl)sulfonyl)-6-(dimethylamino)benzofuran-2-carboxamide C1(CC1)C=1C=CC(=C(C1)S(=O)(=O)NC(=O)C=1OC2=C(C1)C=CC(=C2)N(C)C)OCC